5-chloro-3-phenylquinazoline ClC=1C2=CN(CN=C2C=CC1)C1=CC=CC=C1